(1,6-naphthyridin-3-yl)methanone N1=CC(=CC2=CN=CC=C12)C=O